5,5-dimethyl-5,6-dihydro-4H-pyrrolo[1,2-b]pyrazol CC1(CC=2N(N=CC2)C1)C